FC1=C(C#N)C=CC(=C1)C1=NC=2C(=NC=CC2N2CCC3(CNC3)CC2)N1C1=C(C=C(C=C1)N1CC(CC1)OC)F 2-Fluoro-4-(3-(2-fluoro-4-(3-methoxypyrrolidin-1-yl)phenyl)-7-(2,7-diazaspiro[3.5]nonan-7-yl)-3H-imidazo[4,5-b]pyridin-2-yl)benzonitrile